[Si].CN([C@@H](CO)C(=O)O)OC(C)(C)C methyl-t-butoxyserine Silicon